(2R,4aS,6aS,9S,12bR,14aS,14bR)-10,11-dihydroxy-9-methoxy-2,4a,6a,9,12b,14a-hexamethyl-1,2,3,4,4a,5,6,6a,9,10,11,12b,13,14,14a,14b-hexadecahydropicene-2-carboxylic acid OC1[C@@](C2=CC=C3[C@]4(CC[C@]5(CC[C@](C[C@H]5[C@@]4(CC[C@]3(C2=CC1O)C)C)(C(=O)O)C)C)C)(C)OC